tert-butyl 4-(5-fluoro-3-methyl-2-oxo-1H-benzimidazol-4-yl)-3,6-dihydro-2H-pyridine-1-carboxylate FC1=C(C2=C(NC(N2C)=O)C=C1)C=1CCN(CC1)C(=O)OC(C)(C)C